(R)-7-(3-((tert-butoxycarbonyl)amino)-4-(2,4,5-trifluorophenyl)butanoyl)-3-(trifluoromethyl)-5,6,7,8-tetrahydroimidazo[1,5-a]pyrazine-1-carboxylic acid C(C)(C)(C)OC(=O)N[C@@H](CC(=O)N1CC=2N(CC1)C(=NC2C(=O)O)C(F)(F)F)CC2=C(C=C(C(=C2)F)F)F